COC(=O)C1=NN(C(=N1)C1=CC=C(C=C1)C(C)C)C1=CC=C(C=C1)F (4-fluorophenyl)-5-(4-isopropylphenyl)-1H-1,2,4-triazole-3-carboxylic acid methyl ester